FC1(CCC(CC1)NC1=NC(=NC(=N1)NC1CCC(CC1)(F)F)C1=NC=CC(=C1)C(F)(F)F)F N2,N4-bis(4,4-difluorocyclohexyl)-6-(4-(trifluoromethyl)pyridin-2-yl)-1,3,5-triazine-2,4-diamine